N1C=NC=C1C1CCN(CC1)C1=C(C=CC=C1C=1C=NC=C(C1)F)C#N 2-[4-(1H-imidazol-5-yl)hexahydropyridin-1-yl]-3-(5-fluoropyridin-3-yl)-benzene-1-carbonitrile